cadmium ammonia N.[Cd]